tert-butyl (S)-3-(4-bromo-1H-pyrazol-1-yl)pyrrolidine-1-carboxylate BrC=1C=NN(C1)[C@@H]1CN(CC1)C(=O)OC(C)(C)C